4-(3-(2-(((1r-4r)-4-Aminocyclohexyl)amino)-5-methylpyrimidin-4-yl)imidazo[1,2-a]pyridin-6-yl)-N,N-dimethylbenzenesulfonamide NC1CCC(CC1)NC1=NC=C(C(=N1)C1=CN=C2N1C=C(C=C2)C2=CC=C(C=C2)S(=O)(=O)N(C)C)C